2-chloro-7,7-dimethyl-6,7-dihydropyrrolo[3,4-b]pyridin-5-one ClC1=CC=C2C(=N1)C(NC2=O)(C)C